arachidyl heptacosanoate C(CCCCCCCCCCCCCCCCCCCCCCCCCC)(=O)OCCCCCCCCCCCCCCCCCCCC